(S)-6-((1-methylpiperidin-4-yl)oxy)-N-(tetrahydrofuran-3-yl)-1,2,3,4-tetrahydroisoquinolin-8-Amine CN1CCC(CC1)OC=1C=C2CCNCC2=C(C1)N[C@@H]1COCC1